NC1=NC=NN2C1=C(C=C2C=2C=C(C(=NC2)OC)C(=O)NCCC(C(F)(F)F)(C2=CC=CC=C2)O)C(F)(F)F 5-[4-amino-5-(trifluoromethyl)pyrrolo[2,1-f][1,2,4]triazin-7-yl]-2-methoxy-N-(4,4,4-trifluoro-3-hydroxy-3-phenylbutyl)pyridine-3-carboxamide